(E)-2-methyl-N-(3-(2,2,2-trifluoroethoxy)benzylidene)propane-2-sulfinamide CC(C)(C)S(=O)/N=C/C1=CC(=CC=C1)OCC(F)(F)F